ClC=1C=C(C(=NC1)OC)S(=O)(=O)NC=1C(=C(C(=CC1)F)C1=CC=C2C(=NNC2=C1F)C(=O)NCCS(=O)(=O)C)F 6-[3-(5-Chloro-2-methoxypyridine-3-sulfonamido)-2,6-difluorophenyl]-7-fluoro-N-(2-methanesulfonylethyl)-1H-indazole-3-carboxamide